(R)-3-(methyl-(6-(trifluoromethyl)-1H-benzo[d]imidazol-2-yl)amino)pyrrolidine-1-carbonitrile CN([C@H]1CN(CC1)C#N)C1=NC2=C(N1)C=C(C=C2)C(F)(F)F